FC(C)(OC1=CC=C(CNC(=O)C2N(C(CN(C2)S(=O)(=O)C2=CC=CC=C2)C)C(C(C)C)=O)C=C1)F N-(4-(1,1-difluoroethoxy)benzyl)-1-isobutyryl-6-methyl-4-(phenylsulfonyl)piperazine-2-carboxamide